(4-fluorophenyl)(4-(((1r,4r)-4-hydroxycyclohexyl)amino)-2-((4-(4-methylpiperazine-1-yl)phenyl)amino)-7H-pyrrolo[2,3-d]pyrimidin-5-yl)methanone FC1=CC=C(C=C1)C(=O)C1=CNC=2N=C(N=C(C21)NC2CCC(CC2)O)NC2=CC=C(C=C2)N2CCN(CC2)C